OC(C(=O)C1=CC=C(C=C1)CC1=CC=C(C=C1)C(C(C)(C)O)=O)(C)C 2-hydroxy-1-{4-[4-(2-hydroxy-2-methylpropanoyl)benzyl]Phenyl}-2-methylpropan-1-one